(1S,5S)-3-oxabicyclo[3.1.0]hexane-1-carboxamide [C@]12(COC[C@H]2C1)C(=O)N